C(CCC)C1=C2C(=NN=C(C2=CC=C1)N)Cl n-butyl-4-chlorophthalazine-1-amine